tert-butyl (S)-4-(3-cyano-6-(1-methyl-1H-pyrazol-4-yl) pyrazolo[1,5-a]pyridin-4-yl)-2-methylpiperazine-1-carboxylate C(#N)C=1C=NN2C1C(=CC(=C2)C=2C=NN(C2)C)N2C[C@@H](N(CC2)C(=O)OC(C)(C)C)C